3-chloroisoquinoline-5-carbaldehyde ClC=1N=CC=2C=CC=C(C2C1)C=O